3-((2-((4-Amino-3-(3-hydroxyphenyl)-1H-pyrazolo[3,4-d]pyrimidin-1-yl)methyl)-5-(3-(2-(2-hydroxyethoxy)ethoxy)prop-1-yn-1-yl)-4-oxoquinazolin-3(4H)-yl)methyl)benzonitrile NC1=C2C(=NC=N1)N(N=C2C2=CC(=CC=C2)O)CC2=NC1=CC=CC(=C1C(N2CC=2C=C(C#N)C=CC2)=O)C#CCOCCOCCO